C(C1=CN=CC=C1)(=O)OC1=C(C(=CC(=C1)Br)C=NC(CC1=CC=C(C=C1)O)C(CO)=O)O 5-bromo-2-hydroxy-3-((4-hydroxy-1-(4-hydroxyphenyl)-3-oxobutan-2-ylimino)methyl)phenyl nicotinate